3-(2-chloro-5-fluorophenyl)-6-(1-cyclopropyl-1H-pyrazol-4-yl)-2-(4-methoxybenzyl)-1-oxoisoindol ClC1=C(C=C(C=C1)F)C1N(C(C2=CC(=CC=C12)C=1C=NN(C1)C1CC1)=O)CC1=CC=C(C=C1)OC